CC1=C(C=C(C=C1)NC(C1=NC=CC(=C1)C(F)(F)F)=O)C1=CC2=C(N=C(N=C2)NC=2SC(=CN2)C)N2C1=NCC2 N-(4-methyl-3-(2-((5-methylthiazol-2-yl)amino)-8,9-dihydroimidazo[1',2':1,6]pyrido[2,3-d]pyrimidin-6-yl)phenyl)-4-(trifluoromethyl)picolinamide